3-[4-[4-(3,3-difluoro-4-piperidyl)piperazin-1-yl]-3-fluoro-anilino]piperidine FC1(CNCCC1N1CCN(CC1)C1=C(C=C(NC2CNCCC2)C=C1)F)F